3-cyclopropyl-2-fluorobenzoate C1(CC1)C=1C(=C(C(=O)[O-])C=CC1)F